Cl.FC1=CC=C(C2=CC=CC=C12)C1=NC=CC2=C1NC=1C2=NC(=CC1)OC 6-(4-fluoronaphthalen-1-yl)-2-methoxy-5H-pyrrolo[3,2-b:5,4-c']dipyridine hydrochloride